4-((5-(4-hydroxy-piperidin-1-yl)pyridin-2-yl)amino)-1,6-naphthyridin-5(6H)-one OC1CCN(CC1)C=1C=CC(=NC1)NC1=CC=NC=2C=CNC(C12)=O